C(C)C=1C(NC=2C=C(C=NC2C1)CN1CCN(CC1)C=1C=CC(=NC1F)C(=O)NC)=O 5-[4-[(7-Ethyl-6-oxo-5H-1,5-naphthyridin-3-yl)methyl]piperazin-1-yl]-6-fluoro-N-methylpyridin-2-carboxamid